5,6-dimethyl-3-[(3-methylphenyl)sulfanyl]pyridazine-4-carbonitrile CC=1C(=C(N=NC1C)SC1=CC(=CC=C1)C)C#N